S1C=C(C=C1)C=1NC(C2=CC=CC=C2C1C1=CSC=C1)=O 3,4-bis(thiophen-3-yl)isoquinolin-1(2H)-one